CN1CC2=NN(C=C2C1)C1=CC=C(C=C1)[N+](=O)[O-] 5-methyl-2-(4-nitrophenyl)-2,4,5,6-tetrahydropyrrolo[3,4-c]pyrazole